Cl.ClC=1C(=C(C=CC1F)C(N)C=1C=NC(=CC1)OCC(F)(F)F)F (3-chloro-2,4-difluorophenyl)(6-(2,2,2-trifluoroethoxy)pyridin-3-yl)methanamine HCl